1-(4-(1H-imidazol-1-yl)phenyl)-3-(4-chloro-3-(trifluoromethyl)phenyl)urea N1(C=NC=C1)C1=CC=C(C=C1)NC(=O)NC1=CC(=C(C=C1)Cl)C(F)(F)F